(1s,2s,5r)-N-(2-(2-fluorophenyl)-2-oxoethyl)-1-hydroxy-2-isopropyl-5-methylcyclohexane-1-carboxamide FC1=C(C=CC=C1)C(CNC(=O)[C@]1([C@@H](CC[C@H](C1)C)C(C)C)O)=O